(E)-3-[3-(Chloromethyl)-4-methoxyphenyl]-1-(4-hydroxyphenyl)prop-2-en-1-one ClCC=1C=C(C=CC1OC)/C=C/C(=O)C1=CC=C(C=C1)O